5-[[5-cyclopropyl-3-(2,6-dichlorophenyl)-1,2-oxazol-4-yl]methoxy]-3-methyl-2-azabicyclo[2.2.1]heptane trifluoroacetate FC(C(=O)O)(F)F.C1(CC1)C1=C(C(=NO1)C1=C(C=CC=C1Cl)Cl)COC1C2C(NC(C1)C2)C